rel-6-methoxy-N-(1-methyl-2-oxo-1,2-dihydropyridin-3-yl)-2-((1r,2s,4s)-2-methyl-4-(N-methylacetylamino)cyclohexyl)-2H-indazole-5-carboxamide COC=1C(=CC2=CN(N=C2C1)[C@H]1[C@H](C[C@H](CC1)NC(CC)=O)C)C(=O)NC=1C(N(C=CC1)C)=O |o1:11,12,14|